3-(methyl(phenyl)amino)-4-phenyl-1H-pyrrole-2,5-dione CN(C=1C(NC(C1C1=CC=CC=C1)=O)=O)C1=CC=CC=C1